C(C)(C)(C)C1=CC=C(C(=O)C2=CC3=C(C4=CC=CC(=C4N=C3C=C2)C(C2=CC=C(C=C2)C(C)(C)C)=O)C2=CC=C(C=C2)C(C)(C)C)C=C1 2,5-bis(4-tert-butylbenzoyl)-9-(4-tert-butylphenyl)acridine